[Zr+4].C(C)N ethane-amine zirconium (IV)